(5-methyl-6-oxo-4-(p-tolyl)-6H-1,3-oxazin-2-yl)glycine ethyl ester C(C)OC(CNC=1OC(C(=C(N1)C1=CC=C(C=C1)C)C)=O)=O